C(CCCCCCCCCCCCCC)O.[Na] sodium pentadecanol